ClC1=C(C=CC=C1)C1=NC=2N(C(NC(C2N1C1=CC=C(C=C1)Cl)=O)=O)CC1=NC=C(C=C1)Cl 8-(2-chlorophenyl)-7-(4-chlorophenyl)-3-[(5-chloropyridin-2-yl)methyl]-1H-purine-2,6-dione